1-(5-(aminomethyl)thiophen-2-yl)-2-((6-(difluoromethyl)-2-methyl-2H-pyrazolo[3,4-d]pyrimidin-4-yl)thio)ethan-1-one hydrochloride Cl.NCC1=CC=C(S1)C(CSC=1C=2C(N=C(N1)C(F)F)=NN(C2)C)=O